(S)-N-(1-(3-(cyclopropylmethoxy)-5-fluorophenyl)ethyl)-5-(1,3-dioxoisoindolin-2-yl)pentane-1-sulfonamide C1(CC1)COC=1C=C(C=C(C1)F)[C@H](C)NS(=O)(=O)CCCCCN1C(C2=CC=CC=C2C1=O)=O